N-((R)-1-cyclopentylethyl)-2-(2,6-dioxopiperidin-3-yl)-1-oxoisoindoline-5-carboxamide C1(CCCC1)[C@@H](C)NC(=O)C=1C=C2CN(C(C2=CC1)=O)C1C(NC(CC1)=O)=O